C(C1CO1)OCCC[Si](OCC)(OCC)C glycidoxypropylmethyldiethoxysilane